2',6'-bis(phenylamino)-[1,1'-biphenyl]-2-yl trifluoromethanesulfonate FC(S(=O)(=O)OC1=C(C=CC=C1)C1=C(C=CC=C1NC1=CC=CC=C1)NC1=CC=CC=C1)(F)F